ClC1=CC(=C(C=C1)NC(=O)C1=NC=CC=C1OC1=CC=CC=C1)\C=C\C(NO)=O N-{4-chloro-2-[(1E)-2-(hydroxycarbamoyl)eth-1-en-1-yl]phenyl}-3-phenoxypyridine-2-carboxamide